3-[2-[(E,3R)-3-Hydroxy-5-[3-(thiophen-3-ylsulfonylamino)phenyl]pent-4-enoxy]phenyl]propanoic Acid O[C@H](CCOC1=C(C=CC=C1)CCC(=O)O)\C=C\C1=CC(=CC=C1)NS(=O)(=O)C1=CSC=C1